N-(3,3-difluoro-3-(1-methyl-1H-benzo[d]imidazol-2-yl)-1-phenylpropyl)acetamide FC(CC(C1=CC=CC=C1)NC(C)=O)(C1=NC2=C(N1C)C=CC=C2)F